FC(CCCC1=CC=CC=C1)(F)F 4,4,4-trifluoro-1-phenylbutane